(vinyl)caprolactam C(=C)C1C(=O)NCCCC1